Heneicosyl 10,10'-((3-((2-hydroxyethyl)(10-carbonyl-10-(undecanyloxy)decyl)amino)propyl)azanediyl)di(decanoate) OCCN(CCCN(CCCCCCCCCC(=O)[O-])CCCCCCCCCC(=O)OCCCCCCCCCCCCCCCCCCCCC)CCCCCCCCCC(OCCCCCCCCCCC)=C=O